N-[(6-Amino-2-pyridyl)sulfonyl]-6-(3-isobutoxypyrazol-1-yl)-2-[(4S)-2,2,4-trimethylpyrrolidin-1-yl]pyridin-3-carboxamid NC1=CC=CC(=N1)S(=O)(=O)NC(=O)C=1C(=NC(=CC1)N1N=C(C=C1)OCC(C)C)N1C(C[C@@H](C1)C)(C)C